C12=CNC=3C=CC4(C5(C13)C1=CC=CC=C1C=C4NCC5)C2 6,11b-(epiminoethano)1,5a-methanonaphtho[1,2-e]indole